ethyl 6-({2-[2-(2-aminoethoxy)ethoxy]ethyl}carbamoyl)hexanoate NCCOCCOCCNC(=O)CCCCCC(=O)OCC